C(C)(C)C1C=C(CC1)CC(C=O)C 3-(3-isopropylcyclopent-1-en-1-yl)-2-methylpropionaldehyde